ClC1=CC=C(CN2N=C(C=C2)C=2C=C(N=NC2C)C=2C(NC(NC2)=O)=O)C=C1 5-(5-(1-(4-chlorobenzyl)-1H-pyrazol-3-yl)-6-methylpyridazin-3-yl)pyrimidine-2,4(1H,3H)-dione